1-(4-((4-(1H-imidazol-1-yl)benzyl)(3-methoxybenzyl)amino)benzyl)piperazin-2-one N1(C=NC=C1)C1=CC=C(CN(C2=CC=C(CN3C(CNCC3)=O)C=C2)CC2=CC(=CC=C2)OC)C=C1